methyl (E)-4-((4-aminobut-2-en-1-yl)amino)-3-methoxy-5-nitrobenzoate NC/C=C/CNC1=C(C=C(C(=O)OC)C=C1[N+](=O)[O-])OC